ClC1=CN=C(C(=N1)NCC)I 6-chloro-N-ethyl-3-iodopyrazine-2-amine